ClC=1C=C2C=NN(C2=CC1N1CCN(CC1)C1(C(COC1)O)C)C=1C=NN(C1)CC(F)(F)F 4-(4-{5-chloro-1-[1-(2,2,2-trifluoroethyl)-1H-pyrazol-4-yl]-1H-indazol-6-yl}piperazin-1-yl)-4-methyloxolan-3-ol